tert-butyl (2S,4R)-2-((4-chloro-3-(trifluoromethyl) phenyl) carbamoyl)-4-methylsulfonyloxypyrrole-1-carboxylate ClC1=C(C=C(C=C1)NC(=O)C=1N(C=C(C1)OS(=O)(=O)C)C(=O)OC(C)(C)C)C(F)(F)F